5-[4-[[3-(4-aminophenyl)-3,9-diazaspiro[5.5]undecan-9-yl]methyl]-1-piperidyl]-2-(2,6-dioxo-3-piperidyl)isoindoline-1,3-dione NC1=CC=C(C=C1)N1CCC2(CC1)CCN(CC2)CC2CCN(CC2)C=2C=C1C(N(C(C1=CC2)=O)C2C(NC(CC2)=O)=O)=O